Dibromobenzonitril BrC=1C(=C(C#N)C=CC1)Br